C(C)OP(OCC)(=O)CC1=C(C=CC(=C1)S(=O)(=O)C)OC (2-methoxy-5-(methylsulfonyl)benzyl)phosphonic acid diethyl ester